6-amino-3-methyl-N-[2-(2-pyridyl)ethyl]pyridine-2-sulfonamide NC1=CC=C(C(=N1)S(=O)(=O)NCCC1=NC=CC=C1)C